tert-butyl 2-(5-(6-ethoxy-1H-pyrazolo[3',4':3,4]pyrazolo[1,5-a]pyridin-4-yl)pyridin-2-yl)-2,7-diazaspiro[3.5]nonane-7-carboxylate C(C)OC=1C=C(C=2N(C1)N=C1C2C=NN1)C=1C=CC(=NC1)N1CC2(C1)CCN(CC2)C(=O)OC(C)(C)C